C(C1=CC=CC=C1)N1CC(N2C1=C(C(=C(C2=O)Cl)CC2=C1C=CC=NC1=CC=C2)C2=CC(=CC=C2)C(F)(F)F)C(=O)O 1-benzyl-6-chloro-5-oxo-7-(quinolin-5-ylmethyl)-8-(3-(trifluoromethyl)phenyl)-1,2,3,5-tetrahydroimidazo[1,2-a]pyridine-3-carboxylic acid